CC1=NC(=CC=C1C=1CCN(CC1)CC=1C=NC=2C=C(C(NC2C1)=O)C(F)(F)F)C(=O)N methyl-1'-((6-oxo-7-(trifluoromethyl)-5,6-dihydro-1,5-naphthyridin-3-yl)methyl)-1',2',3',6'-tetrahydro-[3,4'-bipyridin]-6-carboxamide